1,4-bis((2-hydroxyethoxy)methyl)cyclohexane diacrylate C(C=C)(=O)O.C(C=C)(=O)O.OCCOCC1CCC(CC1)COCCO